octatriaContane CCCCCCCCCCCCCCCCCCCCCCCCCCCCCCCCCCCCCC